C(C)(=O)NC1C(OC(C(C1OC(C1=CC=CC=C1)=O)OC(C1=CC=CC=C1)=O)COC(C1=CC=CC=C1)=O)OCCCCC(=O)O 5-[3-acetamido-4,5-dibenzoyloxy-6-(benzoyloxymethyl)tetrahydropyran-2-yl]oxypentanoic acid